C(C1=CC=CC=C1)OC1=C(C(=O)N(C2=CC=C(C=C2)F)CC2=CC=C(C(=O)O)C=C2)C=C(C(=C1)OCC1=CC=CC=C1)C(C)C 4-((2,4-bis(benzyloxy)-N-(4-fluorophenyl)-5-isopropylbenzamido)methyl)benzoic acid